hydrogenmaleate C(COC(=O)CC(C(=O)O)O)O